3-chloro-4-[(pyridin-2-yl)methoxy]-1-p-toluenesulfonyloxybenzene ClC=1C=C(C=CC1OCC1=NC=CC=C1)OS(=O)(=O)C1=CC=C(C)C=C1